N=1C=CN2C1C=CC(=C2)C=2C=CN1N=C(N=CC12)NC1CC2(COC2)C1 5-(imidazo[1,2-a]pyridin-6-yl)-N-(2-oxaspiro[3.3]heptane-6-yl)pyrrolo[2,1-f][1,2,4]triazin-2-amine